(4-amino-3-((4-fluorophenyl)ethynyl)phenyl)-3-(2-(pyridin-3-yl)ethyl)urea NC1=C(C=C(C=C1)NC(=O)NCCC=1C=NC=CC1)C#CC1=CC=C(C=C1)F